methyl 8-[(3R,5S)-4-tert-butoxycarbonyl-3,5-dimethyl-piperazin-1-yl]-2-dimethylphosphoryl-quinoxaline-5-carboxylate C(C)(C)(C)OC(=O)N1[C@@H](CN(C[C@@H]1C)C1=CC=C(C=2N=CC(=NC12)P(=O)(C)C)C(=O)OC)C